(R)-methyl 2-amino-3-methylbutyrate N[C@@H](C(=O)OC)C(C)C